N-(4-chloro-2-fluorophenyl)-2-((4-(8-fluoro-2-methyl-4-oxoquinazolin-3(4H)-yl)phenyl)thio)acetamide 5-(methanesulfonyloxy)-3-methyl-3-(4-nitrophenyl)pentyl-methanesulfonate CS(=O)(=O)OCCC(CCCS(=O)(=O)O)(C1=CC=C(C=C1)[N+](=O)[O-])C.ClC1=CC(=C(C=C1)NC(CSC1=CC=C(C=C1)N1C(=NC2=C(C=CC=C2C1=O)F)C)=O)F